C(C)(=O)OP(=O)([O-])[O-].[K+].[K+] potassium acetylphosphate salt